CNC=1C(=C(C(=C(C(=O)O)C1I)I)C(=O)O)I 5-methylamino-2,4,6-triiodo-isophthalic acid